F[P-](F)(F)(F)(F)F.CC1=CC=C(C=C1)[I+]C1=CC=C(C=C1)C bis(4-methylphenyl)iodonium hexafluorophosphate salt